NC=1C(NC2=CC(=C(N=C2C1C1=C2C=NNC2=C(C=C1)F)N1CCN(CC1)C)C)=O 3-Amino-4-(7-fluoro-1H-indazol-4-yl)-7-methyl-6-(4-methylpiperazin-1-yl)-1H-1,5-naphthyridin-2-one